5-hexyl-2,2':5',2''-terthiophene-5''-boronic acid pinacol ester C(CCCCC)C1=CC=C(S1)C=1SC(=CC1)C=1SC(=CC1)B1OC(C)(C)C(C)(C)O1